C(C)N(C(C1=C(C=CC(=C1)F)OC=1C(=NC=NC1)N1CC2(CC3CCC(C2)N3C(=O)[C@H]3NC[C@@H](C3)F)C1)=O)C(C)C N-ethyl-5-fluoro-2-((4-(8'-((2S,4R)-4-fluoropyrrolidine-2-carbonyl)-8'-azaspiro[azetidine-3,3'-bicyclo[3.2.1]octane]-1-yl)pyrimidin-5-yl)oxy)-N-isopropylbenzamide